1-formamido-2,3-dihydroxynaphthalene C(=O)NC1=C(C(=CC2=CC=CC=C12)O)O